NCCC(C)(O)C1=CC(=C(C=C1)Cl)F 4-amino-2-(4-chloro-3-fluoro-phenyl)butan-2-ol